FC1=CC=C(CC2=NC(=NN2)C(=O)N)C=C1 5-(4-fluorobenzyl)-1H-1,2,4-triazole-3-carboxamide